C(C)N(C1=C(C(=O)O)C=C(C(=C1CCCCCC)C(C1=CC=CC=C1)=O)O)CC.COC=1C(=NN=NC1)C1=CC=CC=C1 methoxyphenyl-triazine 2-Diethylaminohydroxybenzoyl-hexyl-benzoate